4-(6-chloro-2-pyridinyl)-2-fluoro-phenyl-dioxane ClC1=CC=CC(=N1)C1=CC(=C(C=C1)C1OCCOC1)F